ClC1=NC(=C2N=CN(C2=N1)[C@H]1[C@@H]([C@@H](C(O1)=COCP(O)(O)=O)O)O)NCC(C)(C)C ({[(2R,3S,4R,5R)-5-{2-chloro-6-[(2,2-dimethylpropyl)amino]-9H-purin-9-yl}-3,4-dihydroxyoxolanyl-2-yl]methoxy}methyl)phosphonic acid